3-chloro-4-(cyclopropylmethoxy)benzaldehyde ClC=1C=C(C=O)C=CC1OCC1CC1